methyl-3-oxospiro[cyclohexane-1,1'-indene]-4-carboxylic acid methyl ester COC(=O)C1C(CC2(C(=CC3=CC=CC=C23)C)CC1)=O